FC(N1N=NC(=C1)C1(CC(C=2C=NC=3N(C21)N=C(C3)F)C(=O)[O-])C)F 8-(1-(difluoromethyl)-1H-1,2,3-triazol-4-yl)-2-fluoro-8-methyl-7,8-dihydro-6H-cyclopenta[e]pyrazolo[1,5-a]pyrimidine-6-carboxylate